OC1(C(N(C2=CC=CC=C12)CC1=CC=C(C=C1)C)=O)CC(=O)C1=C(C=CC=C1)O 3-hydroxy-3-(2-(2-hydroxyphenyl)-2-oxoethyl)-1-(4-methylbenzyl)indol-2-one